(rac)-(1S,3S)-3-((6-(5-((((1-Cyclobutylethyl)(methyl)carbamoyl)oxy)methyl)-1-methyl-1H-pyrazol-4-yl)pyridin-3-yl)oxy)cyclohexan C1(CCC1)[C@H](C)N(C(=O)OCC1=C(C=NN1C)C1=CC=C(C=N1)OC1CCCCC1)C |r|